CC1=CC=C(C(=C1)C=1N=NC=CC1NC1CN(CCC1)C)O 4-methyl-6-((1-methylpiperidin-3-yl)aminopyridazin-3-yl)phenol